piperazine N-oxide [NH+]1(CCNCC1)[O-]